3',4',5,6,7,8-hexamethoxyflavone COC=1C=C(C=2OC3=C(C(=C(C(=C3C(C2)=O)OC)OC)OC)OC)C=CC1OC